COC1=CC=C2C(C=C(OC2=C1)N1CCOCC1)=O 7-Methoxy-2-morpholin-4-yl-chromen-4-one